NC=1C(=NC(=CN1)C1=C(C=C(C=C1)NC([C@H](O)C1=CC(=CC(=C1)F)F)=O)C)C(=O)NCCN(C)C (R)-3-amino-6-(4-(2-(3,5-difluorophenyl)-2-hydroxyacetamido)-2-methylphenyl)-N-(2-(dimethylamino)ethyl)pyrazine-2-carboxamide